FCC1(OC(OC1)=O)F 4-(fluoromethyl)-4-fluoro-1,3-dioxolan-2-one